5-[4-[[2-(2,2-difluoroethyl)-3-oxo-4H-quinoxalin-6-yl]methyl]piperazin-1-yl]-N-methyl-pyridine-2-carboxamide FC(CC1=NC2=CC=C(C=C2NC1=O)CN1CCN(CC1)C=1C=CC(=NC1)C(=O)NC)F